CN1CCC(CC1)C(=O)OC1=CC=CC=C1 phenyl 1-methylpiperidine-4-carboxylate